ethyl 4-(4-amino-3-methylpyrazol-1-yl)pyrimidine-2-carboxylate NC=1C(=NN(C1)C1=NC(=NC=C1)C(=O)OCC)C